(2-(4-((tert-butoxycarbonyl)amino)cyclohexyl)thiazole-4-carbonyl)-L-serine C(C)(C)(C)OC(=O)NC1CCC(CC1)C=1SC=C(N1)C(=O)N[C@@H](CO)C(=O)O